(±)-8-(2-hydroxy-2-methylcyclopentyl)-6-(methyl-d3)-2-((1-(methylsulfonyl)piperidin-4-yl-3,3,4,5,5-d5)-amino)pyrido[2,3-d]pyrimidin-7(8H)-one OC1(C(CCC1)N1C(C(=CC2=C1N=C(N=C2)NC2(C(CN(CC2([2H])[2H])S(=O)(=O)C)([2H])[2H])[2H])C([2H])([2H])[2H])=O)C